FC(C1CCC(CC1)N1CCNCC1)(F)F 1-(4-(trifluoromethyl)cyclohexyl)piperazine